(E)-5-(2-ethoxyvinyl)-4-ethyl-2-methoxypyrimidine C(C)O/C=C/C=1C(=NC(=NC1)OC)CC